BrC=1C=2N(C=C(C1)N)C=CN2 8-Bromoimidazo[1,2-a]pyridin-6-amine